OCCC1N(CCCC1)C(=O)OC(CC)C 1-methylpropyl 2-(2-hydroxyethyl)-1-piperidinecarboxylate